(3S)-3-{4-[4-(2,2-dibutoxyethyl)piperidin-1-yl]-5-fluoro-2-methoxyphenyl}-2-(3-fluoro-2-hydroxyphenyl)-2-azaspiro[3.4]octan-1-one C(CCC)OC(CC1CCN(CC1)C1=CC(=C(C=C1F)[C@@H]1N(C(C12CCCC2)=O)C2=C(C(=CC=C2)F)O)OC)OCCCC